CN1N=C(C=C1C)NC1=NC=C(C(=N1)C1=CNC2=C(C=CC=C12)N1C(C2=CC=CC(=C2C1)NS(=O)(=O)C1=CC(=C(C=C1)F)C)=O)C N-(2-(3-(2-((1,5-dimethyl-1H-pyrazol-3-yl)amino)-5-methylpyrimidin-4-yl)-1H-indol-7-yl)-1-oxoisoindolin-4-yl)-4-fluoro-3-methylbenzenesulfonamide